FC1=CC=C(C=C1)C=1C(NC(N(C1)C(C)C)=O)=O (4-fluorophenyl)-1-isopropyl-2,4-dioxo-pyrimidine